C(C)(C)(C)OC(=O)N1C[C@H](CC1)N1N=C(C=C1)I (S)-1-(1-(tert-butoxycarbonyl)pyrrolidin-3-yl)-3-iodo-1H-pyrazole